The molecule is an abietane diterpenoid found in the medicinal plant Isodon rubescens that is 7alpha,8beta-dihydroxyabiet-13-ene in which the 20-methyl group has undergone formal oxidation to the corresponding carboxy group and condensed with the 8-hydroxy group to give the corresponding gamma-lactone. It has shown inhibitory activity against biofilm formation of the dental bacterium Streptococcus mutans. It has a role as an antibacterial agent and a plant metabolite. It is a tetracyclic diterpenoid, a gamma-lactone, a secondary alcohol, an olefinic compound and an abietane diterpenoid. CC(C)C1=C[C@@]23[C@H](CC1)[C@]4(CCCC([C@@H]4C[C@H]2O)(C)C)C(=O)O3